NC1=C(SC=2N=C(SC21)C)C(=O)NC2CC=1C=CC(=NC1CC2)N2CC(C(C2)NC)COC 6-amino-N-{2-[3-(methoxymethyl)-4-(methylamino)pyrrolidin-1-yl]-5,6,7,8-tetrahydroquinolin-6-yl}-2-methylthieno[2,3-d][1,3]thiazole-5-carboxamide